4-fluoro-1-(trifluoromethanesulfonyl)-1H-benzotriazole FC1=CC=CC=2N(N=NC21)S(=O)(=O)C(F)(F)F